O1C(CCCC1)CN1NC(=NC=C1)C(=O)O N-((tetrahydro-2H-pyran-2-yl)Methyl)-1,2,4-triazine-3-carboxylic acid